N1=C(C=CC2=CC=CC=C12)COC1=CC=C(C=C1)CCN1CCC(CC1)=C1C=2N(CCC3=C1C=CC=C3)C(=CN2)C(=O)OC methyl 11-(1-{2-[4-(quinolin-2-ylmethoxy)phenyl]ethyl} piperidin-4-ylidene)-6,11-dihydro-5H-imidazo[2,1-b][3]benzazepine-3-carboxylate